(1aR,5aR)-2-(1-Oxo-hexahydro-1λ4-thiopyran-4-yl)-1a,2,5,5a-tetrahydro-1H-2,3-diaza-cyclopropa[a]pentalene-4-carboxylic acid (2-hydroxy-1,1-dimethyl-ethyl)-amide OCC(C)(C)NC(=O)C=1C=2C[C@@H]3[C@H](C2N(N1)C1CCS(CC1)=O)C3